ethyl 1-{[2-(3-chlorobenzyl)-8-methyl-4,5-dihydro-2H-furo[2,3-g]indazol-7-yl]carbonyl}piperidine-4-carboxylate ClC=1C=C(CN2N=C3C4=C(CCC3=C2)OC(=C4C)C(=O)N4CCC(CC4)C(=O)OCC)C=CC1